C1(CC1)C=1N=CC2=C3C(=CC(=C2C1)S(NCC(C)(C)F)(=O)=O)C(CC3)N3CC(C3)NC(OC(C)(C)C)=O tert-butyl N-[1-[3-cyclopropyl-5-[(2-fluoro-2-methyl-propyl)sulfamoyl]-8,9-dihydro-7H-cyclopenta[h]isoquinolin-7-yl]azetidin-3-yl]carbamate